C(C)(C)(C)OP(=O)(OC(C)(C)C)OCOC(=O)NCCCC(=O)OCC1=CC=CC=C1 benzyl 4-(((((di-tert-butoxyphosphoryl)oxy)methoxy)carbonyl)amino)butanoate